C(C1=CC=CC=C1)OC1=C(CC2=CC=C3C=NC(=NN32)C=3C(=NC=NC3OC)C3CC3)C=CC(=C1)C=1N(C=C(N1)C(F)(F)F)C1CC1 7-(2-(benzyloxy)-4-(1-cyclopropyl-4-(trifluoromethyl)-1H-imidazol-2-yl)benzyl)-2-(4-cyclopropyl-6-methoxypyrimidin-5-yl)pyrrolo[2,1-f][1,2,4]triazine